NC1=NC=CC=C1C1=NC=2C(=NC(=CC2)C2=CC=CC=C2)N1C1=CC=C(C=C1)C1CN(C1)[C@H](C)C1=CC=C(C(=O)OC)C=C1 methyl 4-[(1R)-1-[3-[4-[2-(2-amino-3-pyridyl)-5-phenyl-imidazo[4,5-b]pyridin-3-yl]phenyl]azetidin-1-yl]ethyl]benzoate